[N+](=O)([O-])C1=C(C=CC=C1)S(=O)(=O)N1C2CC(CC1C2)N2N=NN=C2 6-(2-nitrophenyl)sulfonyl-3-endo-(tetrazol-1-yl)-6-azabicyclo[3.1.1]heptane